BrC1=CC(=NC=C1C(F)(F)F)N 4-bromo-5-(trifluoromethyl)pyridin-2-amine